F[P-](F)(F)(F)(F)F.[PH4+].ClC=1C=CC2=C(N(C(=N2)C2=CC=CC=C2)O)C1 6-chloro-N-hydroxy-2-phenylbenzimidazole phosphonium hexafluorophosphate